CN1C(=NC2=C(NC(NC2=O)=O)C1=O)C(F)(F)F 7-methyl-6-(trifluoromethyl)-1,7-dihydropyrimido[5,4-d]pyrimidine-2,4,8(3H)-trione